BrC=1C(=NC=C(C1)C1(CC(C1)C)C1=NN=CN1C)Cl 3-bromo-2-chloro-5-[3-methyl-1-(4-methyl-4H-1,2,4-triazol-3-yl)cyclobutyl]pyridine